3,5-dimethyl-2-[6-[(5S)-6-methyl-9-oxa-2,6-diazaspiro[4.5]decan-2-yl]pyridazin-3-yl]phenol CC=1C(=C(C=C(C1)C)O)C=1N=NC(=CC1)N1C[C@]2(CC1)N(CCOC2)C